C(C1=CC=CC=C1)OC1=NC(=CC=C1C1=CC=C(C=C1)N1CCC(CC1)(F)CN1CCC(CC1)(C)NC(OC(C)(C)C)=O)OCC1=CC=CC=C1 tert-butyl N-[1-[[1-[4-(2,6-dibenzyloxy-3-pyridyl)phenyl]-4-fluoro-4-piperidyl]methyl]-4-methyl-4-piperidyl]carbamate